NC=1C=2N(C=CN1)C(=NC2C2=CC=C(C=C2)OC2=CC=CC=C2)C2CC(CCC2)O 3-[8-Amino-1-(4-phenoxy-phenyl)-imidazo[1,5-a]pyrazin-3-yl]-cyclohexanol